C=C(CC)CCCC(C)(O)C 3-methylene-7-methyl-octan-7-ol